NC1=CC(=NN1C(C)(C)C)[C@@H]1C[C@@H](CC1)OC(=O)N(N(C)C(=O)OC(C)(C)C)CC 1-{[(1R,3S)-3-(5-amino-1-tert-butylpyrazol-3-yl)cyclopentyl]oxy}-N'-(tert-butoxycarbonyl)-N-ethyl-N'-methylformohydrazide